7-(8-ethylnaphthalen-1-yl)-8-fluoro-2-((tetrahydro-1H-pyrrolizin-7a(5H)-yl)methoxy)-4-(2,3,6,7-tetrahydrooxepin-4-yl)pyrido[4,3-d]pyrimidine C(C)C=1C=CC=C2C=CC=C(C12)C1=C(C=2N=C(N=C(C2C=N1)C=1CCOCCC1)OCC12CCCN2CCC1)F